1,9-nonandiol C(CCCCCCCCO)O